[I-].CN(C)CC1=C(C=CC=C1)[PH+](C1=CC=CC=C1)C1=CC=CC=C1 ({2-[(dimethylamino)methyl]phenyl})diphenylphosphonium iodide